diazabicyclo[3.1.0]hexane C1CNN2C1C2